C[Si](C)(C)OC([C@@H](N[Si](C)(C)C)CC1=CN(C=N1)[Si](C)(C)C)=O N,1-bis(trimethylsilyl)-L-histidine trimethylsilyl ester